3-{[5-amino-6-fluoro-7-(8-methyl-2,3-dihydro-1H-pyrido[2,3-b][1,4]oxazin-7-yl)quinazolin-2-yl]amino}-N-tert-butylbenzene-1-sulfonamide NC1=C2C=NC(=NC2=CC(=C1F)C1=C(C2=C(OCCN2)N=C1)C)NC=1C=C(C=CC1)S(=O)(=O)NC(C)(C)C